C(C=C)(=O)N1[C@@H](CCC1)C=1N(C(=C(N1)C1=CC=C(C=C1)C(NC1=NC=CC=C1)=O)C(=O)N)N (S)-2-(1-Acryloylpyrrolidin-2-yl)-1-amino-4-(4-(pyridin-2-ylcarbamoyl)phenyl)-1H-imidazol-5-carboxamid